FC=1C=C2C=C(N(C2=CC1F)S(=O)(=O)C1=CC=CC=C1)C=O 5,6-difluoro-1-(benzenesulfonyl)-1H-indole-2-carbaldehyde